5-(((3s,5r)-3-methyl-5-(4-methyl-1-oxo-1,3-dihydroisobenzofuran-5-yl)piperazin-1-yl)methyl)-3-trityl-oxazol-2(3H)-one C[C@H]1CN(C[C@H](N1)C=1C(=C2COC(C2=CC1)=O)C)CC1=CN(C(O1)=O)C(C1=CC=CC=C1)(C1=CC=CC=C1)C1=CC=CC=C1